2-({[(2S)-1-oxo-1-(propan-2-yloxy)propyl-2-yl]amino}(phenoxy)phosphoryl)acetic acid O=C(C(C)=NP(=O)(OC1=CC=CC=C1)CC(=O)O)OC(C)C